(S)-1-(5H-dibenzo[b,f]azepine-5-carbonyl)-4-(2,2-diphenylacetyl)piperazine-2-carboxylic acid C1=CC=CC=2N(C3=C(C=CC21)C=CC=C3)C(=O)N3[C@@H](CN(CC3)C(C(C3=CC=CC=C3)C3=CC=CC=C3)=O)C(=O)O